3-(1-((benzyloxy)carbonyl)pyrrolidin-2-yl)-2-(4-cyanophenyl)propionic acid C(C1=CC=CC=C1)OC(=O)N1C(CCC1)CC(C(=O)O)C1=CC=C(C=C1)C#N